COC(C1=NC=CC(=C1)C=1OC2=C(N1)C=C(C=C2)N(C(C)=O)C)=O 4-(5-(N-methylacetamido)benzo[d]oxazol-2-yl)picolinic acid methyl ester